N1(CCCC1)CC1=C(C=O)C=CC=C1 2-(pyrrolidin-1-ylmethyl)benzaldehyde